BrC1=C(N=C(S1)C1=C(C=CC=C1)F)C(=O)N 5-bromo-2-(2-fluorophenyl)thiazole-4-carboxamide